Cl.NC/C(/COC1=CC(=C(C#N)C=C1)F)=C\F (E)-4-((2-(aminomethyl)-3-fluoroallyl)oxy)-2-fluorobenzonitrile hydrochloride